2-[(2-chloro-3-fluoro-benzoyl)amino]-4-[isopropyl-[4-(5,6,7,8-tetrahydro-1,8-naphthyridin-2-yl)butyl]amino]butanoic acid ClC1=C(C(=O)NC(C(=O)O)CCN(CCCCC2=NC=3NCCCC3C=C2)C(C)C)C=CC=C1F